C(CCC)C(=C(C(=O)O)CC(=O)O)CCCC.C(C(=C)CC(=O)OCCCC)(=O)OCCCC dibutyl itaconate (dibutyl itaconate)